1-[1-(Cyclopropancarbonyl)-1,2,3,4-tetrahydrochinolin-6-yl]-N-(5-fluoropyridin-2-yl)cyclobutan-1-carboxamid C1(CC1)C(=O)N1CCCC2=CC(=CC=C12)C1(CCC1)C(=O)NC1=NC=C(C=C1)F